C[C@@]12C(CC[C@H]1[C@@H]1CC[C@@H]3CC(CC[C@]3(C)[C@H]1CC2)=O)=O (5b)-androstane-3,17-dione